methoxy-7-methyl-1H-indol CON1C=CC2=CC=CC(=C12)C